(3R,5S)-5-methyl-1-(pyridazin-3-yl)pyrrolidin C[C@H]1CCCN1C=1N=NC=CC1